BrC1=CC2=C(N(C=NS2(=O)=O)C2=CC=C(C(=O)NO)C=C2)C=C1 4-(7-bromo-1,1-dioxo-4H-benzo[e][1,2,4]thiadiazin-4-yl)-N-hydroxybenzoamide